CC1=CC2=NC=CC(=C2S1)OC1CCN(CC1)C(C)C1=CC(=NO1)O 5-(1-(4-((2-methylthieno[3,2-b]pyridin-7-yl)oxy)piperidin-1-yl)ethyl)isoxazol-3-ol